O=C1N(C(CC1)=O)C(C(=O)[O-])CCOC1=CC=C2C(CCN(C2=C1)C)=NNC(CC(C)(C)S)=O 2,5-dioxopyrrolidin-1-yl-4-((4-(2-(3-mercapto-3-methylbutanoyl)hydrazono)-1-methyl-1,2,3,4-tetrahydroquinolin-7-yl)oxy)butanoate